N-(5-(3-(1-(1-((6-(Difluoromethyl)pyridin-2-yl)methyl)azetidin-3-yl)-1H-pyrazol-4-yl)-2-methoxyphenyl)-8-(methylamino)-2,7-naphthyridin-3-yl)cyclopropanecarboxamide FC(C1=CC=CC(=N1)CN1CC(C1)N1N=CC(=C1)C=1C(=C(C=CC1)C1=C2C=C(N=CC2=C(N=C1)NC)NC(=O)C1CC1)OC)F